C(C)(C)(C)OC(=O)N(C=1C(=C(C(=O)O)C=CC1C(F)(F)F)Cl)OC 3-[tert-butoxycarbonyl-(methoxy)amino]-2-chloro-4-(trifluoromethyl)benzoic acid